FC(C1=C(C=CC=C1)C1=C(C=C(C=C1)C1=NNC(OC1)=O)F)F 5-[2'-(Difluoromethyl)-2-fluoro[1,1'-biphenyl]-4-yl]-3,6-dihydro-2H-1,3,4-oxadiazin-2-one